C12(CCCC2C1)C(=O)OC Methyl bicyclo[3.1.0]hexane-1-carboxylate